(R)-benzo[d]thiazol-5-yl-(8-methyl-3-(3-methyl-1,2,4-thiadiazol-5-yl)-5,6-dihydro-[1,2,4]triazolo[4,3-a]pyrazin-7(8H)-yl)methanone S1C=NC2=C1C=CC(=C2)C(=O)N2[C@@H](C=1N(CC2)C(=NN1)C1=NC(=NS1)C)C